N1CC2(C3C1=NC=CC3)C=C3C(N=CC(=C3)C(=O)[O-])=C2 tetrahydrospiro[cyclopenta[b]pyridine-6,3'-pyrrolo[2,3-b]pyridine]-3-carboxylate